ClC1=C2N=C(C(N(C2=CC=C1)C1=CC=C(C=C1)C(C)(C)C)=O)C(=O)O 5-chloro-1-(4-tert-butylphenyl)-2-oxo-1,2-dihydroquinoxaline-3-carboxylic acid